N-((1-Cyclopropylpiperidin-4-yl)methyl)-3-fluoro-5-((6-morpholino-1-oxoisoquinolin-2(1H)-yl)methyl)benzamide C1(CC1)N1CCC(CC1)CNC(C1=CC(=CC(=C1)CN1C(C2=CC=C(C=C2C=C1)N1CCOCC1)=O)F)=O